(4-(2-(((2-aminoethyl)-(methyl)amino)methyl)-6,7-dihydro-4H-pyrazolo[5,1-c]-[1,4]oxazin-3-yl)-1-(methoxymethyl)-cyclohexyl)methanol NCCN(C)CC1=NN2C(COCC2)=C1C1CCC(CC1)(COC)CO